N-(3-(methylthio)-1,2,4-thiadiazol-5-yl)-6-(7H-pyrrolo[2,3-d]pyrimidin-4-yl)-1,6-Diazaspiro[3.5]nonane-1-carboxamide CSC1=NSC(=N1)NC(=O)N1CCC12CN(CCC2)C=2C1=C(N=CN2)NC=C1